9-hydroxy-N-((R)-4-methyl-1-(((R)-4-(methylamino)-3,4-dioxo-1-((S)-2-oxopyrrolidin-3-yl)butan-2-yl)amino)-1-oxopentan-2-yl)-9H-fluorene-9-carboxamide OC1(C2=CC=CC=C2C=2C=CC=CC12)C(=O)N[C@@H](C(=O)N[C@H](C[C@H]1C(NCC1)=O)C(C(=O)NC)=O)CC(C)C